C1(=CC=CC=C1)C1=CN=C2N1N=C(C=C2)C(=O)N 3-phenylimidazo[1,2-b]pyridazine-6-carboxamide